4-amino-3,5-dichloro-6-(4-chloro-1H-pyrrolo[2,3-b]pyridin-1-yl)pyridin-2-carboxylic acid NC1=C(C(=NC(=C1Cl)N1C=CC=2C1=NC=CC2Cl)C(=O)O)Cl